N1C=CC=2C1=NC=C(C2)OC2=C(C(=O)NS(=O)(=O)C1=CC(=C(C=C1)NCC1CCOCC1)[N+](=O)[O-])C=CC(=C2)F 2-((1H-pyrrolo[2,3-b]pyridin-5-yl)oxy)-4-fluoro-N-((3-nitro-4-(((tetrahydro-2H-pyran-4-yl)methyl)amino)phenyl)sulfonyl)benzamide